FC=1C=C(C=CC1)C(/C=C(/C=O)\C)(CC=C(C)C)C (E)-4-(3-fluorophenyl)-2,4,7-trimethylocta-2,6-dienal